C(C)C1=C(C=CC=C1)C1CC2C(N(OC2(C)C)C(C)C)C(C1)C 5-(2-Ethylphenyl)-1-isopropyl-3,3,7-trimethyloctahydrobenzo[c]isoxazol